C1(CCCC1)C=1C=C(C(=NC1)NC(C1=C(C=CC(=C1)[N+](=O)[O-])SC1=NN=CN1CCO)=O)F N-(5-cyclopentyl-3-fluoro-2-pyridyl)-2-[[4-(2-hydroxyethyl)-1,2,4-triazol-3-yl]sulfanyl]-5-nitro-benzamide